ethyl 2,5-dichloro-6-methylpyrimidine-4-carboxylate ClC1=NC(=C(C(=N1)C(=O)OCC)Cl)C